O=C1NC(CCC1NC(=O)C1=NC=C(C=C1)N1CCC(CC1)CO)=O N-(2,6-Dioxopiperidin-3-yl)-5-[4-(hydroxymethyl)piperidin-1-yl]Pyridine-2-carboxamide